BrC1=CC=2N(C(=C1)C)N=C(N2)N 7-bromo-5-methyl-[1,2,4]triazolo[1,5-a]pyridin-2-amine